C(C=C)(=O)N1CC(CC1)C=1N=C(N2C(=NC=CC21)N)C2=CC(=C(C(=O)NC1=NC=CC(=C1)C(F)(F)F)C=C2)F 4-(1-(1-acryloylpyrrolidin-3-yl)-5-aminoimidazo[1,5-c]pyrimidin-3-yl)-2-fluoro-N-(4-(trifluoromethyl)pyridin-2-yl)benzamide